N6-{N6-acetyl-N2-[(1r,4S)-4-(aminomethyl)cyclohexane-1-carbonyl]-L-lysyl}-N2-{[(1S)-1,3-dicarboxypropyl]carbamoyl}-L-lysine C(C)(=O)NCCCC[C@H](NC(=O)C1CCC(CC1)CN)C(=O)NCCCC[C@H](NC(N[C@@H](CCC(=O)O)C(=O)O)=O)C(=O)O